2-ethylhexyl-(chloromethyl)dimethylsilane hydroxystearate OC(C(=O)O)CCCCCCCCCCCCCCCC.C(C)C(C[Si](C)(C)CCl)CCCC